bis[2-methyladamantyl-acetyl-oxymethoxyphenyl]phenylsulfonium CC1C2(CC3CC(CC1C3)C2)C=2C(=C(C=CC2)[S+](C2=CC=CC=C2)C2=C(C(=CC=C2)C23C(C1CC(CC(C2)C1)C3)C)OCOC(C)=O)OCOC(C)=O